4-chloro-2-(2-methoxyprop-2-yl)pyrimidine ClC1=NC(=NC=C1)C(C)(C)OC